OC12CC3(CC(CC(C1)C3)C2)NCC(=O)O (S)-3-hydroxyadamantanylglycine